8-chloro-9-methyl-N-[(4-methylsulfonylphenyl)methyl]pyrido[3',2':4,5]thieno[3,2-d]pyrimidin-4-amine ClC1=C(C2=C(SC3=C2N=CN=C3NCC3=CC=C(C=C3)S(=O)(=O)C)N=C1)C